(R)-4-methyl-5-(4-((1-(pyridin-4-yl)-1H-pyrazol-4-yl)methyl)morpholin-2-yl)isobenzofuran-1(3H)-one CC1=C2COC(C2=CC=C1[C@@H]1CN(CCO1)CC=1C=NN(C1)C1=CC=NC=C1)=O